C(C=C)(=O)NC(CC)S(=O)(=O)O acrylamidopropane-sulfonic acid